CC1C(=O)OCCCC1 2-methyl-ε-caprolactone